(1-fluoro-3-tetrahydropyran-2-yl-9,10-dihydro-8H-cyclohepta[e]indazol-6-yl) trifluoromethanesulfonate FC(S(=O)(=O)OC1=CCCCC=2C=3C(=NN(C3C=CC21)C2OCCCC2)F)(F)F